FC1=C(C=C2C=CC=NC2=C1)C(C)N1C=NC2=NC=C(N=C21)C(=O)OCC ethyl 3-(1-(7-fluoro-6-quinolyl) ethyl)-3H-imidazo[4,5-b]pyrazine-5-carboxylate